2-(4-(6-(4-chloro-2-fluorobenzyloxy)pyridin-2-yl)-2-fluorobenzyl)-1-((1-ethyl-1H-imidazole-5-yl)methyl)-1H-benzo[d]imidazole-6-carboxylic acid ClC1=CC(=C(COC2=CC=CC(=N2)C2=CC(=C(CC3=NC4=C(N3CC3=CN=CN3CC)C=C(C=C4)C(=O)O)C=C2)F)C=C1)F